FC1=CC=C2C=C(C=NC2=C1F)C=1OC(CC(N1)(C)CC(C)C)(C)C 2-(7,8-difluoro-3-quinolyl)-4-isobutyl-4,6,6-trimethyl-5H-1,3-oxazine